NC1=NC=2C=C(C(=CC2C2=C1[C@H](OC2)C)C(=O)N(CC=2N=NC(=CC2)C(F)(F)F)CC)F (3R)-4-amino-N-ethyl-7-fluoro-3-methyl-N-((6-(trifluoromethyl)-3-pyridazinyl)methyl)-1,3-dihydrofuro[3,4-c]quinoline-8-carboxamide